C(C)(C)(C)OC(=O)NC1CC(C1)C(=O)O 3-(tert-butoxycarbonyl-amino)cyclobutane-carboxylic acid